FC=1C=CC(=CC1)OC 5-fluoro-2-methoxybenzene